tert-butyl N-(2-{[4-(4-amino-2,6-difluorophenoxy)-6-methoxyquinolin-7-yl] oxy} ethyl)-N-methylcarbamate NC1=CC(=C(OC2=CC=NC3=CC(=C(C=C23)OC)OCCN(C(OC(C)(C)C)=O)C)C(=C1)F)F